((S)-1-amino-5-(tert-butoxy)-1,5-dioxopentan-2-yl)-3',3'-difluoro-6-oxo-7,8-dihydro-2H,6H-spiro[furo[2,3-e]isoindole-3,4'-piperidine]-1'-carboxylic acid tert-butyl ester C(C)(C)(C)OC(=O)N1C(C(C2(CC1)COC1=C3CNC(C3=CC=C12)=O)(F)F)[C@@H](C(=O)N)CCC(=O)OC(C)(C)C